ClC=1C(=C(C=CC1F)N(C(=O)[C@H]1N(C(N(C1)CCN1C(CC1)CO)=O)C1=NC(=CC(=C1)C(F)(F)F)C)C)F (4S)-N-(3-chloro-2,4-difluoro-phenyl)-1-(2-(2-(hydroxymethyl)-azetidin-1-yl)-ethyl)-N-methyl-3-(6-methyl-4-(trifluoromethyl)pyridin-2-yl)-2-oxoimidazolidine-4-carboxamide